hydroxymethyl-p-octylphenol OCC1=C(C=CC(=C1)CCCCCCCC)O